dicyclohexylsulfonium C1(CCCCC1)[SH+]C1CCCCC1